FC1=C(C=CC=C1)N1CCN(CC1)C(C)C1=CC=C(C=C1)CC=1C=2C3=C(C(NC3=CC1)=O)C=CC2 6-[[4-[1-[4-(2-fluorophenyl)piperazin-1-yl]ethyl]phenyl]methyl]-1H-benzo[cd]indol-2-one